5-(2-(2-Chloro-5-fluorophenyl)pyrrolidin-1-yl)-3-fluoro-N-((R,E)-4-(methylsulfonyl)but-3-en-2-yl)picolinamide ClC1=C(C=C(C=C1)F)C1N(CCC1)C=1C=C(C(=NC1)C(=O)N[C@H](C)\C=C\S(=O)(=O)C)F